6-bromo-7-methoxyimidazo[1,2-a]pyrimidine BrC=1C(=NC=2N(C1)C=CN2)OC